[Cl-].C1(=C(C(=C(C(=C1[2H])[2H])[2H])[2H])[2H])C1=C(C(=CC=C1)C1=C(C(=C(C(=C1[2H])[2H])[2H])[2H])[2H])[N+]1=CN(C2=C1C=CC=C2)C2=CC(=CC=C2)OC2=CC=1N(C3=C(C=CC=C3C1C=C2)C2=CC=CC=C2)C2=NC=CC(=C2)C(C)(C)C 3-([1,1':3',1''-terphenyl]-2'-yl-2,2'',3,3'',4,4'',5,5'',6,6''-d10)-1-(3-((9-(4-(tert-butyl)pyridin-2-yl)-8-phenyl-9H-carbazol-2-yl)oxy)phenyl)-1H-benzo[d]imidazol-3-ium chloride